9,10-dioxo-9,10-dihydro-anthracene-2,6-dicarboxylic acid O=C1C2=CC=C(C=C2C(C=2C=CC(=CC12)C(=O)O)=O)C(=O)O